cobalt-iron-silicon [Si].[Fe].[Co]